COC1CN(C1)C(=O)C1CCC(CC1)C1=CC=C(C=C1)N1C[C@@H](CC1)OC=1C(=NC=2N(C1C)N=C(N2)C)C (3-methoxyazetidin-1-yl)((1R,4r)-4-(4-((R)-3-((2,5,7-trimethyl-[1,2,4]triazolo[1,5-a]pyrimidin-6-yl)oxy)pyrrolidin-1-yl)phenyl)cyclohexyl)methanone